ClC1=CC(=C(C=C1)C1CC(C(O1)=O)=CC1=CC=C(C=C1)F)C=1C=NN(C1)C 5-(4-chloro-2-(1-methyl-1H-pyrazol-4-yl)phenyl)-3-(4-fluorobenzylidene)dihydrofuran-2(3H)-one